4-(2-phenylethynyl)phthalic acid monoethyl ester C(C)OC(C=1C(C(=O)O)=CC(=CC1)C#CC1=CC=CC=C1)=O